C(C1=CC=CC=C1)(=O)OC\C=C\CC#CCCCCC (E)-undec-2-en-5-yn-1-yl benzoate